6-Acetamido-4-{[3-methoxy-4-(1-methyl-1H-1,2,4-triazol-3-yl)pyridin-2-yl]amino}-N-(2H3)methylpyridazin-3-carboxamid C(C)(=O)NC1=CC(=C(N=N1)C(=O)NC([2H])([2H])[2H])NC1=NC=CC(=C1OC)C1=NN(C=N1)C